C(C=C)[C@@]1(N(CCN(C1=O)C(C1=CC=CC=C1)=O)C(=O)[O-])CNC(=O)OC(C)(C)C (R)-2-allyl-4-benzoyl-2-(((tert-butoxycarbonyl)amino)methyl)-3-oxopiperazine-1-carboxylate